NC1CN(C1)C(=O)N(C=1SC(=C(N1)C)C(=O)OC(C)(C)C)C tert-butyl 2-[(3-aminoazetidine-1-carbonyl)-methyl-amino]-4-methyl-thiazole-5-carboxylate